FC=1C=C(C=CC1)S(=O)(=O)N1CC2=C(C1)CN(C2)C(=O)NCC2=C(C=CC=C2)OC 5-(3-Fluorobenzenesulfonyl)-N-[(2-methoxyphenyl)methyl]-1H,2H,3H,4H,5H,6H-pyrrolo[3,4-c]pyrrole-2-carboxamide